(13S or R)-13-methyl-4-[[2-(trimethylsilyl)ethoxy]methyl]-14-oxa-2,4,10-triazatricyclo[7.5.0.0^[3,7]]tetradeca-1(9),2,5,7-tetraene C[C@H]1CCNC=2C=C3C=CN(C3=NC2O1)COCC[Si](C)(C)C |o1:1|